N-[(1S)-2,2-dicyclopropyl-1-[[1-[(3-cyclopropyl-6-oxo-1H-pyridazin-5-yl)methyl]pyrazol-4-yl]carbamoyl]ethyl]-2-isopropyl-pyrazole-3-carboxamide C1(CC1)C([C@@H](C(NC=1C=NN(C1)CC1=CC(=NNC1=O)C1CC1)=O)NC(=O)C=1N(N=CC1)C(C)C)C1CC1